FC(C1=CC(=C(C=C1)C1=C2C(=CN=C1)SC(=C2)C#N)C=2C(=NN(C2)CC)C(F)(F)F)F 4-(4-(difluoromethyl)-2-(1-ethyl-3-(trifluoromethyl)-1H-pyrazol-4-yl)phenyl)thieno[2,3-c]pyridine-2-carbonitrile